N-(6-amino-5-ethyl-3-pyridyl)-2-oxo-2-[Rac-(2R,5S)-5-methyl-2-[2-[Rac-(3R,4S)-1,3-dimethyl-4-piperidyl]-1,3-Benzothiazol-5-Yl]-1-piperidyl]acetamide NC1=C(C=C(C=N1)NC(C(N1[C@H](CC[C@@H](C1)C)C=1C=CC2=C(N=C(S2)[C@@H]2[C@H](CN(CC2)C)C)C1)=O)=O)CC |r|